trans-2-(1,3-dithian-2-yl)-3-(2-methoxyphenyl)-4-phenylcyclobut-2-ene-1-carboxylic acid methyl ester COC(=O)[C@@H]1C(=C([C@H]1C1=CC=CC=C1)C1=C(C=CC=C1)OC)C1SCCCS1